(E)-N1-(3-(dimethylamino)-2,2-dimethylpropyl)-N8-hydroxy-2-((naphthalen-1-yloxy)methyl)octenediamide CN(CC(CNC(\C(=C\CCCCC(=O)NO)\COC1=CC=CC2=CC=CC=C12)=O)(C)C)C